C(C)(C)(C)OC(NCC=1C(=C2N=CC=NC2=C(C1)C1=CC=C(C=C1)OC(F)(F)F)O)=O ((5-hydroxy-8-(4-(trifluoromethoxy)phenyl)quinoxalin-6-yl)methyl)carbamic acid tert-butyl ester